COC(/C(=C/OC)/OC1=C(C=CC(=C1)C1CC1)C)=O (Z)-2-(5-cyclopropyl-2-methyl-phenoxy)-3-methoxy-prop-2-enoic acid methyl ester